3,5-dimethylisoxazole-4-sulfonamide CC1=NOC(=C1S(=O)(=O)N)C